CC1([C@H]2CC3=C(C(=C(N=C3[C@@H]1C2)N2CC1(CN(C1)C(C=C)=O)CC2)C#N)C=2C=NC=CC2C)C (1R,9R)-10,10-dimethyl-6-(4-methyl-3-pyridinyl)-4-(2-(2-propenoyl)-2,6-diazaspiro[3.4]octan-6-yl)-3-azatricyclo[7.1.1.02,7]undeca-2,4,6-triene-5-carbonitrile